C1=CN(C(=O)N=C1N)[C@H]2[C@@H]([C@@H]([C@H](O2)CO)OP(=O)([O-])[O-])O The molecule is a nucleoside 3'-phosphate(2-) which results from the removal of two protons from the phosphate group of 3'-CMP; major species at pH 7.3. It is a conjugate base of a 3'-CMP.